[OH-].C(=O)(C(=C)C)OCC[N+](CCCS(=O)(=O)O)(C)C [2-(methacryloxyl)ethyl]dimethyl-(3-sulfopropyl)ammonium hydroxide